C[Si](CCOCN1N=CC=C1[S@](=O)NC(OC(C)(C)C)=O)(C)C Tert-butyl (S)-((1-((2-(trimethylsilyl)ethoxy)methyl)-1H-pyrazol-5-yl)sulfinyl)carbamate